methyl-N-(tert-butoxycarbonyl)-O-tosyl-L-serine CN([C@@H](COS(=O)(=O)C1=CC=C(C)C=C1)C(=O)O)C(=O)OC(C)(C)C